CC1(OB(OC1(C)C)C1=CC(=CC=C1)OCC(C(F)(F)F)(C)C)C 4,4,5,5-tetramethyl-2-(3-(3,3,3-trifluoro-2,2-dimethylpropoxy)phenyl)-1,3,2-dioxaborolane